BrC1=C(C=C2C(=NC(=NC2=C1F)OC1CCN(CC1)C1CCOCC1)N1CCC2(CN(C2)C(=O)OC(C)(C)C)CC1)I tert-butyl 7-(7-bromo-8-fluoro-6-iodo-2-{[1-(tetrahydro-2H-pyran-4-yl) piperidin-4-yl] oxy} quinazolin-4-yl)-2,7-diazaspiro[3.5]nonane-2-carboxylate